C(C1=CC=CC=C1)OC1=C2C(=CNC2=C(C=C1F)Br)C(C(=O)NCC)=O 2-(4-(benzyloxy)-7-bromo-5-fluoro-1H-indol-3-yl)-N-ethyl-2-oxoacetamide